CN(CCN1N=CC=C1)C 1-(2-(dimethylamino)ethyl)-1H-pyrazol